[SbH4+] stibonium